6,7-dihydro-5H-benzo[b][1,2,4]triazolo[3,4-d][1,5]oxazocin-9-amine N=1N=CN2C1C=1C(OCCC2)=C(C=CC1)N